glycerin tri(ethylhexanoate) C(C)C(C(=O)OCC(OC(C(CCCC)CC)=O)COC(C(CCCC)CC)=O)CCCC